bis(4-(tert-butyl)-2-(diphenylphosphino)phenyl)methane C(C)(C)(C)C1=CC(=C(C=C1)CC1=C(C=C(C=C1)C(C)(C)C)P(C1=CC=CC=C1)C1=CC=CC=C1)P(C1=CC=CC=C1)C1=CC=CC=C1